[Ni].[Ni].[Ni].[Ni].[Ni].[La] lanthanum penta-nickel